COC1=CC=C(C=C1)C(OC[C@@H]1[C@H]([C@H]([C@@H](O1)N1C2=NC=NC(=C2N=C1)NC(C1=CC=CC=C1)=O)F)O[Si](C)(C)C(C)(C)C)(C1=CC=CC=C1)C1=CC=C(C=C1)OC N-(9-((2R,3R,4R,5R)-5-((bis(4-methoxyphenyl)(phenyl)methoxy)methyl)-4-((tert-butyldimethyl-silyl)oxy)-3-fluorotetrahydrofuran-2-yl)-9H-purin-6-yl)benzamide